COC(=O)C1C2C=CC(C1)O2 7-oxabicyclo[2.2.1]hept-5-ene-2-carboxylic acid methyl ester